nonadecyl-naphthalene C(CCCCCCCCCCCCCCCCCC)C1=CC=CC2=CC=CC=C12